N-((2-(2,6-dioxopiperidin-3-yl)-1-oxoisoindolin-5-yl)methyl)-2,2-difluoro-2-(5-isopropoxypyridin-2-yl)acetamide O=C1NC(CCC1N1C(C2=CC=C(C=C2C1)CNC(C(C1=NC=C(C=C1)OC(C)C)(F)F)=O)=O)=O